O1CCC(CC1)OCCO 2-((tetrahydro-2H-pyran-4-yl)oxy)ethan-1-ol